C(#C)C=1SC=C(N1)NC(NCC1=CC=C(C=C1)C1=C2C=NN(C2=CC(=C1)C(=O)N)C)=O 4-(4-((3-(2-Ethynylthiazol-4-yl)ureido)methyl)phenyl)-1-methyl-1H-indazole-6-carboxamide